CC(C)(C(CC)(CC)C)C 2,2,3-trimethyl-3-ethylpentane